C(C)[Si](OC(C)C)(OC(C)C)OC(C)C ethyltri(i-propoxy)silane